(R)-2,2,2-trifluoroethyl 4-methylcyclohex-3-enecarboxylate CC1=CC[C@@H](CC1)C(=O)OCC(F)(F)F